BrC1=C(N(N=C1)C)C1=C(C2=CC=CC(=C2C=C1)OC)C#N 2-(4-bromo-2-methyl-pyrazol-3-yl)-5-methoxy-naphthalene-1-carbonitrile